(5-(((cis)-2-(3-(5-methyloxazol-2-yl)azetidin-1-yl)cyclohexyl)oxy)-1-oxoisoindolin-2-yl)piperidine-2,6-dione CC1=CN=C(O1)C1CN(C1)[C@@H]1[C@@H](CCCC1)OC=1C=C2CN(C(C2=CC1)=O)N1C(CCCC1=O)=O